1-(5-chloro-2-fluorophenyl)propane-1,3-diol ClC=1C=CC(=C(C1)C(CCO)O)F